C(CCCCC)N1CCNCC1 hexylpiperazin